NCCC1=CC(=C(C=C1)C1CCN(CC1)C(=O)OC(C)(C)C)Cl tert-Butyl 4-(4-(2-aminoethyl)-2-chlorophenyl)piperidine-1-carboxylate